FC1=C(COC2=CC=3N(C=C2)N=C(C3C(=O)OCC)C)C=CC=C1 ethyl 5-((2-fluorobenzyl) oxy)-2-methylpyrazolo[1,5-a]pyridine-3-carboxylate